COC(=O)C=1N(C=CC1)C1=C(C=C(C=C1)F)[N+](=O)[O-] 1-(4-fluoro-2-nitro-phenyl)pyrrole-2-carboxylic acid methyl ester